[Zn+2].[Ag+].[O-2].[Zn+2] zinc oxide silver-zinc